N-(pyrimidin-5-yl)imidazo[1,2-a]pyridin-7-amine N1=CN=CC(=C1)NC1=CC=2N(C=C1)C=CN2